4-cyclohexane-amide C1CCC(CC1)C(=O)N